3-([3,4'-bipyridin]-2-yloxy)-N-methyl-5-(trifluoromethoxy)benzamide N1=C(C(=CC=C1)C1=CC=NC=C1)OC=1C=C(C(=O)NC)C=C(C1)OC(F)(F)F